CN(C)C1=CC=C(C=C1)C(=C)C1=CC=C(C=C1)N(C)C 1,1-di[4-(N,N-dimethylamino)phenyl]ethylene